FC1=C(C=C(C(=C1)N1C[C@H](N([C@H](C1)C)C)C)NC(=O)C1=CN(C(C=C1C(F)(F)F)=O)C)C=1CCN(CC1)C(=O)OC(C)(C)C |r| tert-butyl 4-[2-fluoro-5-[[1-methyl-6-oxo-4-(trifluoromethyl)pyridine-3-carbonyl]amino]-4-[rac-(3R,5S)-3,4,5-trimethylpiperazin-1-yl]phenyl]-3,6-dihydro-2H-pyridine-1-carboxylate